N-(6-(4-(4-((tert-butyldiphenylsilyl)oxy)-3-methyltetrahydrofuran-3-yl)piperazin-1-yl)-7-chloroisoquinolin-3-yl)-6-oxaspiro[2.5]Octane-1-carboxamide [Si](C1=CC=CC=C1)(C1=CC=CC=C1)(C(C)(C)C)OC1C(COC1)(C)N1CCN(CC1)C=1C=C2C=C(N=CC2=CC1Cl)NC(=O)C1CC12CCOCC2